(S)-15-(Isoquinolin-6-ylamino)-15-oxo-14-phenyl-3,6,9-trioxa-12-azapentadecyl benzoate C(C1=CC=CC=C1)(=O)OCCOCCOCCOCCNC[C@@H](C(=O)NC=1C=C2C=CN=CC2=CC1)C1=CC=CC=C1